4-ETHOXYPENTANOIC ACID C(C)OC(CCC(=O)O)C